ClC=1C=CC(=C(C1)CC(=O)NC1=CCN(C=C1)C1(CCOCC1)CCO)O 4-[[2-(5-Chloro-2-hydroxyphenyl)acetyl]amino]-N-[4-(2-hydroxyethyl)tetrahydropyran-4-yl]pyridin